BrC=1SC2=C(N1)C=C(C(=C2)OC)O[Si](C)(C)C(C)(C)C 2-bromo-5-((tert-butyldimethylsilyl)oxy)-6-methoxybenzo[d]thiazole